C(C)(C)(C)NC(CN(C)C=1C2=C(N=C(N1)C(N)=S)CCC2)=O N-tert-butyl-2-([2-carbamothioyl-5H,6H,7H-cyclopenta[d]pyrimidin-4-yl](methyl)amino)acetamide